1-phenylvinyl ethyl-sulfonate C(C)S(=O)(=O)OC(=C)C1=CC=CC=C1